FC(C=1C=CC=2N(C1)C(=CN2)C2=NC=CC(=N2)N2CC1(CNC1)CCC2)(F)F 6-(2-(6-(trifluoromethyl)imidazo[1,2-a]pyridin-3-yl)pyrimidin-4-yl)-2,6-diazaspiro[3.5]nonane